ClC1=CC=C(C=C1)C1=NN(CC1C1=CC=CC=C1)C1=NN(C(N1C(C(=O)N)C)=O)CC1CCCCC1 2-[3-[3-(4-chlorophenyl)-4-phenyl-4,5-dihydropyrazol-1-yl]-1-(cyclohexylmethyl)-5-oxo-1,2,4-triazol-4-yl]propanamide